5-deuteromethyl-4-bromo-2-(3-(trifluoromethoxy)pyridin-2-yl)-1H-pyrrole-3-carboxylic acid [2H]CC1=C(C(=C(N1)C1=NC=CC=C1OC(F)(F)F)C(=O)O)Br